1,16-dichloro-8-hexadecene ClCCCCCCCC=CCCCCCCCCl